N-(3-bromo-5-methanesulfonamidophenyl)-4-(pyridin-2-yl)thiophene-2-carboxamide BrC=1C=C(C=C(C1)NS(=O)(=O)C)NC(=O)C=1SC=C(C1)C1=NC=CC=C1